2,2-difluoroethyl (1R,2S)-1-hydroxy-2-((S)-5H-imidazo[5,1-a]isoindol-5-yl)-7-azaspiro[3.5]nonane-7-carboxylate O[C@@H]1[C@@H](CC12CCN(CC2)C(=O)OCC(F)F)[C@@H]2N1C(C3=CC=CC=C23)=CN=C1